COC1=CC=C(CN2C(=NC=3C2=NC=CC3)CCC(=O)NCCC3=CC=C(C=C3)SC)C=C1 3-[3-(4-Methoxy-benzyl)-3H-imidazo[4,5-b]pyridin-2-yl]-N-[2-(4-methylsulfanyl-phenyl)-ethyl]-propionamide